FC(N1C(C(=CC(=C1)C)C(CNS(=O)(=O)C)CO[C@@H]1CC[C@@H](CC1)C1=CC(=CC=C1)F)=O)F N-{2-[1-(difluoromethyl)-5-methyl-2-oxo-1,2-dihydropyridin-3-yl]-3-{[(CIS)-4-(3-fluorophenyl)cyclohexyl]oxy}propyl}methane-sulfonamide